N-(4-(2-(2,2-difluoroacetyl)hydrazine-1-carbonyl)-2-fluorobenzyl)-N-(o-tolyl)methanesulfonamide FC(C(=O)NNC(=O)C1=CC(=C(CN(S(=O)(=O)C)C2=C(C=CC=C2)C)C=C1)F)F